methyl (4-hydroxyphenyl)pyruvate OC1=CC=C(C=C1)CC(C(=O)OC)=O